(1R,3S)-3-{5-[(2S)-4-formyl-7-methoxy-5-[(4-methoxyphenyl) methoxy]-2,3-dihydro-1H-indene-2-amido]-2H-pyrazol-3-yl}cyclopentyl N-isopropylcarbamate C(C)(C)NC(O[C@H]1C[C@H](CC1)C=1NN=C(C1)NC(=O)[C@@H]1CC2=C(C=C(C(=C2C1)C=O)OCC1=CC=C(C=C1)OC)OC)=O